[C@H]1([C@@H](O)[C@@H](O)[C@H](O)[C@H](O1)CO)OCCN(C(CN(C(CCCCC(=O)NCCCCCC(=O)ON1C(CCC1=O)=O)=O)CC(N(CCO[C@@H]1[C@@H](O)[C@@H](O)[C@H](O)[C@H](O1)CO)CCO[C@@H]1[C@@H](O)[C@@H](O)[C@H](O)[C@H](O1)CO)=O)=O)CCO[C@@H]1[C@@H](O)[C@@H](O)[C@H](O)[C@H](O1)CO 2,5-Dioxopyrrolidin-1-yl 6-(6-{bis[2-(bis{2-[(α-D-mannopyranosyl)oxy]ethyl} amino)-2-oxoethyl]amino}-6-oxohexanamido)hexanoate